6-(Prop-1-en-2-yl)indolin-2-one C=C(C)C1=CC=C2CC(NC2=C1)=O